3-(3-fluoro-5-methyl-6-oxo-5,6-dihydro-1,5-naphthyridin-4-yl)propanal FC=1C=NC=2C=CC(N(C2C1CCC=O)C)=O